N1CC(C1)C1=C(C(=NC=C1)F)OC 4-(azetidine-3-yl)-2-fluoro-3-methoxypyridine